2-[(5,6-diphenyl-1,2,4-triazin-3-yl)sulfanyl]-N-methylacetamide C1(=CC=CC=C1)C=1N=C(N=NC1C1=CC=CC=C1)SCC(=O)NC